CC1([C@H]([C@@H]1C=C(C)C)C(=O)[O-])C 1-cis,trans-2,2-dimethyl-3-(2-methylpropenyl)cyclopropanecarboxylate